2-chloro-2-nitro-1-butanol ClC(CO)(CC)[N+](=O)[O-]